(-)-N1-(1-(3-chloro-2-fluorophenyl)ethyl)-N1-cyclopropylethane-1,2-diamine ClC=1C(=C(C=CC1)C(C)N(CCN)C1CC1)F